dimethyl-2,2'-bipyridyl CC1=C(C(=NC=C1)C1=NC=CC=C1)C